OP(O)OP(O)O.C(C)(C)(C)C1=C(C(=CC(=C1)C)C(C)(C)C)C(O)C(CO)(CO)CO 2,6-di-tert-butyl-4-methylphenyl-pentaerythritol diphosphite